methyl (2R,3S,5S)-5-(difluoromethyl)-2-((((1S,3S,6R)-6-(5-fluoropyrimidin-2-yl)bicyclo[4.1.0]heptan-3-yl)oxy)methyl)-3-(methylsulfonamido)pyrrolidine-1-carboxylate FC([C@@H]1C[C@@H]([C@@H](N1C(=O)OC)CO[C@@H]1C[C@@H]2C[C@@]2(CC1)C1=NC=C(C=N1)F)NS(=O)(=O)C)F